2-(6-((E)-((1S,2R,5S)-2-fluoro-8-azabicyclo[3.2.1]oct-6-en-3-ylidene)methyl)pyridazin-3-yl)-5-(2-methoxypyridin-4-yl)phenol F[C@H]\1[C@@H]2C=C[C@H](C/C1=C\C1=CC=C(N=N1)C1=C(C=C(C=C1)C1=CC(=NC=C1)OC)O)N2